O=C(CCCCCCCC=CC=CC(=O)O)CCCCC 13-oxo-octadecadienoic acid